FC1=C(CN2N=C(C=C2C2=NOC=C2)C2=NC=C(C(=N2)O)[N+](=O)[O-])C=CC=C1 2-(1-(2-fluorobenzyl)-5-(isoxazol-3-yl)-1H-pyrazol-3-yl)-5-Nitropyrimidin-4-ol